C(C([2H])([2H])[2H])(=O)C1=C(C(=C(C(=C1[2H])[2H])[2H])[2H])[2H] [2H8]-acetophenone